N,N-dimethylaminobenzyl-4-benzyllaurate CN(C)C(C(=O)[O-])(CC(CCCCCCCC)CC1=CC=CC=C1)CC1=CC=CC=C1